ClC=1C=C(C=CC1)N1[C@H]([C@@H](N(CC1)C=O)C)C (trans-4-(3-chlorophenyl)-2,3-dimethylpiperazin-1-yl)methanone